1-ethyl-3-methylimidazolium bis[(trifluoromethyl)sulfonyl]imide [N-](S(=O)(=O)C(F)(F)F)S(=O)(=O)C(F)(F)F.C(C)N1C=[N+](C=C1)C